ClC1=C2C=NN(C2=CC=C1NC1=NN(C2=CC=CC=C12)C1=CC(=NC=C1)NC(=O)C=1C=NN(C1)C)C1OCCCC1 N-(4-(3-((4-chloro-1-(tetrahydro-2H-pyran-2-yl)-1H-indazol-5-yl)amino)-1H-indazol-1-yl)pyridin-2-yl)-1-methyl-1H-pyrazole-4-carboxamide